6-chloro-4-(cyclopent-1-en-1-yl)pyridazin-3-amine ClC1=CC(=C(N=N1)N)C1=CCCC1